(3-(4,4-bis(methoxymethyl)-cyclohexyl)-2-((methyl(2-(methylamino)ethyl)amino)-methyl)-6,7-dihydropyrazolo-[1,5-a]pyrazin-5(4H)-yl)(3-methoxycyclobutyl)-methanone COCC1(CCC(CC1)C=1C(=NN2C1CN(CC2)C(=O)C2CC(C2)OC)CN(CCNC)C)COC